(S)-6-(2-benzylazepan-1-yl)-4-(3,6-dihydro-2H-pyran-4-yl)pyridin-2(1H)-one C(C1=CC=CC=C1)[C@H]1N(CCCCC1)C1=CC(=CC(N1)=O)C=1CCOCC1